COC1=C(CO)C(=CC=C1)OC 2,6-dimethoxybenzyl alcohol